(E)-3-methoxy-2-[2-[(5-methoxy-1,3-benzothiazol-2-yl)sulfanylmethyl]phenyl]propane-2-enoic acid methyl ester COC(\C(=C\OC)\C1=C(C=CC=C1)CSC=1SC2=C(N1)C=C(C=C2)OC)=O